4-(5-(Methylsulfonyl)-1,3,4-oxadiazol-2-yl)anilin CS(=O)(=O)C1=NN=C(O1)C1=CC=C(N)C=C1